N-((1r,4r)-4-(3-chloro-4-cyanophenoxy)cyclohexyl)-6-(4-(4-(2,4-dioxotetrahydropyrimidin-1(2H)-yl)benzyl)piperazin-1-yl)pyridazine-3-carboxamide ClC=1C=C(OC2CCC(CC2)NC(=O)C=2N=NC(=CC2)N2CCN(CC2)CC2=CC=C(C=C2)N2C(NC(CC2)=O)=O)C=CC1C#N